2,6-bis[(4r)-(+)-isopropyl-2-oxazoline-2-yl]Pyridine C(C)(C)[C@H]1N=C(OC1)C1=NC(=CC=C1)C=1OC[C@H](N1)C(C)C